ClC1=C(C2=C(N=C(N=C2N)NCCCN2CCOCC2)N=C1C1=CC=CC=C1)C 6-chloro-5-methyl-N2-(3-morpholinopropyl)-7-phenylpyrido[2,3-d]pyrimidine-2,4-diamine